2-methoxy-3-(1-methyl-1H-indol-3-yl)propanoic acid COC(C(=O)O)CC1=CN(C2=CC=CC=C12)C